1,3-Oxazolidin-4-one O1CNC(C1)=O